CN1[C@H]2CN(C[C@H]2C1)C1=CC=C(C=C1)N1C=NC(=C1)NC=1N=CC(=NC1)C#N 5-((1-(4-((1R,5R)-6-Methyl-3,6-diazabicyclo[3.2.0]heptan-3-yl)phenyl)-1H-imidazol-4-yl)amino)pyrazine-2-carbonitrile